BrC=1C=C(C(=O)N[C@@H](C)C2=NC=NN2C2=CC(=NC=N2)C(=O)N)C=C(C1)Br 6-[5-[(1S)-1-[(3,5-dibromobenzoyl)amino]ethyl]-1,2,4-triazol-1-yl]pyrimidine-4-carboxamide